CN1N=CC=C1C=1C=2N(N=C(C1)C13CNCC(CC1)O3)C=NC2 [4-(1-methyl-1H-pyrazol-5-yl)imidazo[1,5-b]pyridazin-2-yl]-8-oxa-3-azabicyclo[3.2.1]octane